COC(=O)C1=C(C=C2C(C(N(C2=C1)C)=O)(C)OC)Br 5-bromo-3-methoxy-1,3-dimethyl-2-oxoindoline-6-carboxylic acid methyl ester